5-methyl-2'-deoxyuridine CC=1C(NC(N([C@H]2C[C@H](O)[C@@H](CO)O2)C1)=O)=O